7-((2-((4-(dimethylamino)butanoyl)oxy)ethyl)(6-((9-methyldecyl)oxy)-6-oxohexyl)amino)heptyl 2-octyldecanoate C(CCCCCCC)C(C(=O)OCCCCCCCN(CCCCCC(=O)OCCCCCCCCC(C)C)CCOC(CCCN(C)C)=O)CCCCCCCC